4-amino-3-hydrazino-5-mercapto-triazole NC=1N(N=NC1S)NN